C[Si](CCOCN1C(=NC2=C1C=CC=C2)Cl)(C)C 1-(2-(trimethylsilyl)ethoxymethyl)-2-chlorobenzimidazole